FC(CCN1N=C2N=C(C=CC2=C1)C1=C(C=C(C=C1C)C(F)(F)F)O)(C)F 2-[2-(3,3-difluorobutyl)-pyrazolo[3,4-b]pyridin-6-yl]-3-methyl-5-(tri-fluoromethyl)phenol